C(C)O[C@@H]1CN(CC[C@H]1O)C1=CC(N(C=2C=CC(=NC12)C#N)C)=O |r| (±)-trans-8-(3-ethoxy-4-hydroxypiperidin-1-yl)-5-methyl-6-oxo-5,6-dihydro-1,5-naphthyridine-2-carbonitrile